[[2-(methoxymethyl)-6-(trifluoro-methyl)imidazo[2,1-b][1,3,4]thiadiazol-5-yl]methyl]-3-[(1R*,2R*)-2-(trifluoromethyl)cyclopropyl]-2H-pyrrol-5-one COCC1=NN2C(S1)=NC(=C2CC2NC(C=C2[C@H]2[C@@H](C2)C(F)(F)F)=O)C(F)(F)F |o1:17,18|